C(#N)C=1C=CC2=C(O[C@H](CO2)COC2=CC=C(C=C2)[C@H](CC(=O)O)C#CC)C1 (S)-3-(4-(((S)-7-cyano-2,3-dihydrobenzo[b][1,4]dioxin-2-yl)methoxy)phenyl)-4-hexynoic acid